4-hydroxy-N-((S)-1-(4-(4-methylthiazole-5-yl)phenyl)ethyl)pyrrolidine-2-carboxamide OC1CC(NC1)C(=O)N[C@@H](C)C1=CC=C(C=C1)C1=C(N=CS1)C